FC(C1(N=N1)C1=CC(=CC=C1)C1(N=N1)C(F)(F)F)(F)F 1,3-bis(3-(trifluoromethyl)-3H-diazirin-3-yl)benzene